FC(C12CC(C1)(C2)CN2C[C@H]1C([C@H]1C2)NC(C=C)=O)(F)F N-[(1S,5R)-3-[[3-(trifluoromethyl)-1-bicyclo[1.1.1]pentanyl]methyl]-3-azabicyclo[3.1.0]hexan-6-yl]prop-2-enamide